FC=1C=C(C=CC1OC1=C2C(=NC=C1)NN=C2N[C@@](COC)(CCO)C)NC(=O)C=2C(N(N=CC2)C2=CC=C(C=C2)F)=O (R)-N-(3-fluoro-4-((3-((4-hydroxy-1-methoxy-2-methyl-butan-2-yl)amino)-1H-pyrazolo[3,4-b]-pyridin-4-yl)oxy)-phenyl)-2-(4-fluoro-phenyl)-3-oxo-2,3-dihydropyridazine-4-carboxamide